N1=CN=C(C=C1)N1N=CC(=C1C(F)(F)F)C(=O)OCC ethyl 1-(pyrimidin-4-yl)-5-(trifluoromethyl)-1H-pyrazole-4-carboxylate